methyl bicyclo[2.2.2]octanecarboxylate C12(CCC(CC1)CC2)C(=O)OC